1-(3-chloro-5,7-dihydro-4H-thieno[2,3-c]pyran-7-yl)-N-methyl-methanamine ClC1=CSC=2C(OCCC21)CNC